C(C)(C)(C)O[C@H]1[C@@H](C[C@H]2N(CCC3=CC(=C(C=C23)OC)OC[C@@H](C)OC)C1)O (2R,3R,11bR)-3-(tert-butoxy)-10-methoxy-9-((R)-2-methoxypropoxy)-1,3,4,6,7,11b-hexahydro-2H-pyrido[2,1-a]isoquinolin-2-ol